N(=[N+]=[N-])CC=1C=C(C=NC1)N1C(NC(CC1)=O)=O 1-(5-(azidomethyl)pyridin-3-yl)dihydropyrimidine-2,4(1H,3H)-dione